1-(4-(1H-pyrazol-1-yl)phenyl)ethan-1-one N1(N=CC=C1)C1=CC=C(C=C1)C(C)=O